1Z-1Z-ethanol C(C)O